C1(=CCCC1)C=1C=NN(C1)C(C(=O)O)C 2-(4-(cyclopent-1-en-1-yl)-1H-pyrazol-1-yl)propanoic acid